(2R,3S,4S,5R)-5-((R)-1-Acetoxy-2,2,2-trifluoroethyl)-2-(2-amino-6-methoxy-8-oxo-7-propyl-7,8-dihydro-9H-purin-9-yl)-4-fluorotetrahydrofuran-3-yl acetate C(C)(=O)O[C@H]1[C@@H](O[C@@H]([C@@H]1F)[C@H](C(F)(F)F)OC(C)=O)N1C2=NC(=NC(=C2N(C1=O)CCC)OC)N